NC1=C(N=NC(=C1)Cl)NCC1(CCN(CC1)C(=O)OC(C)(C)C)F tert-butyl 4-{[(4-amino-6-chloropyridazin-3-yl)amino]methyl}-4-fluoropiperidine-1-carboxylate